(5R,8S)-1-(trifluoromethyl)-6,7,8,9-tetrahydro-5H-5,8-epiminocyclohepta[c]pyridine FC(C1=NC=CC2=C1C[C@@H]1CC[C@H]2N1)(F)F